4-cyclopropyl-2-(4-fluoro-2-methylphenoxy)-N-(4-fluoro-3-(1-oxopropan-2-yl)phenyl)-5-(trifluoromethyl)benzamide C1(CC1)C1=CC(=C(C(=O)NC2=CC(=C(C=C2)F)C(C=O)C)C=C1C(F)(F)F)OC1=C(C=C(C=C1)F)C